ClCC(C)=C1C(C(C1)CCl)(C)C (2-chloro-1-methylethylidene)-3-chloromethyl-2,2-dimethylcyclobutane